C1(CCCC1)COC=1C=C(OC=2N=NNC2C(=O)O)C=CC1 4-(3-(cyclopentylmethoxy)phenoxy)-1H-1,2,3-triazole-5-carboxylic acid